N-[5-(m-Tolyl)-1-(2,4,6-trimethylphenyl)pyrazol-3-yl]benzenesulfonamide C1(=CC(=CC=C1)C1=CC(=NN1C1=C(C=C(C=C1C)C)C)NS(=O)(=O)C1=CC=CC=C1)C